ethylenebis(3,3'-tert-butylphenol) butyrate C(CCC)(=O)OC1=C(C(=CC=C1)CCC=1C(=C(C=CC1)O)C(C)(C)C)C(C)(C)C